C(#N)C(C(=O)NC(OCC)=O)=NNC1=CC(=C(C(=C1)Cl)OC1=NNC(C(=C1)C1CCC1)=O)Cl Ethyl (2-cyano-2-(2-(3,5-dichloro-4-((5-cyclobutyl-6-oxo-1,6-dihydro-pyridazin-3-yl)oxy)phenyl)hydrazineylidene)acetyl)carbamate